N-{4-((1S,3S)-3-butyl-1H,2H,3H,4H,9H-pyrido[3,4-b]indol-1-yl)phenyl}adamantan-1-amine C(CCC)[C@H]1CC2=C(NC3=CC=CC=C23)[C@@H](N1)C1=CC=C(C=C1)NC12CC3CC(CC(C1)C3)C2